ClC1=C(C=CC(=C1)Cl)\C=1\CCCC2=C(/C1/C1=CC=C(C=C1)C(=NOC)C1CN(C1)CCCF)C=CC(=C2)C(=O)OC methyl (E)-8-(2,4-dichlorophenyl)-9-(4-((1-(3-fluoropropyl)azetidin-3-yl)(methoxyimino)methyl)phenyl)-6,7-dihydro-5H-benzo[7]annulene-3-carboxylate